1-((1-(3-fluoro-4-(1H-pyrazol-4-yl)phenyl)piperidin-4-yl)methyl)pyrrolidin-2-one FC=1C=C(C=CC1C=1C=NNC1)N1CCC(CC1)CN1C(CCC1)=O